2-[(diphenyl)sulfonio]thioxanthone C1(=CC=CC=C1)[S+](C1=CC=2C(C3=CC=CC=C3SC2C=C1)=O)C1=CC=CC=C1